4-(4-(Piperidin-1-ylmethyl)phenyl)-N-(pyridin-2-yl)thiazol-2-amin N1(CCCCC1)CC1=CC=C(C=C1)C=1N=C(SC1)NC1=NC=CC=C1